3-methyl-1-((3,3,4,4-tetrafluorocyclopentyl)methyl)-4-(trifluoromethyl)-1H-pyrazole CC1=NN(C=C1C(F)(F)F)CC1CC(C(C1)(F)F)(F)F